FC1=C(C=CC(=C1)OC)C1=CC2=C(N(C(N2C)=O)[C@H](CS(=O)(=O)C)C2=NC(=C(C=C2)OC)OCC)C=C1 (S)-5-(2-fluoro-4-methoxyphenyl)-1-(1-(6-ethoxy-5-methoxypyridin-2-yl)-2-(methylsulfonyl)ethyl)-3-methyl-1H-benzo[d]imidazol-2(3H)-one